(S)-4-[cis-2,6-dimethyl-4-(4-trifluoromethoxy-phenyl)piperazine-1-sulfonyl]-indan-2-carboxylic acid C[C@@H]1N([C@@H](CN(C1)C1=CC=C(C=C1)OC(F)(F)F)C)S(=O)(=O)C1=C2C[C@H](CC2=CC=C1)C(=O)O